C(C)(=O)OCNC(=O)C=1C=2N(C(=CC1O)C1CC3=CC=CC=C3CC1)N=CN2 [(7-hydroxy-5-(1,2,3,4-tetrahydronaphthalene-2-yl)-[1,2,4]triazolo[1,5-a]pyridine-8-carbonyl)amino]methyl acetate